methyl (R)-2-((tert-butoxycarbonyl) amino)-2-cyclopentylacetate C(C)(C)(C)OC(=O)N[C@@H](C(=O)OC)C1CCCC1